C(CCCCCCCCC(=O)O)(=O)O.O1C(COCC1)CCCCCCCCCCCCCCCCCC(=O)N 1,4-dioxanemonostearamide sebacate